O=C1N(CC(NC1)=O)CC(=O)N1C(CC(C1)F)C(=O)NC(C1=CC=CC=C1)C1=CC(=C(C=C1)C1(CC1)C)F 1-[2-(2,5-dioxopiperazin-1-yl)acetyl]-4-fluoro-N-{[3-fluoro-4-(1-methylcyclopropyl)phenyl](phenyl)methyl}pyrrolidine-2-carboxamide